(R)-benzyl 2-(((benzyloxy)carbonyl)amino)-3-(3-(4-ethylisoxazol-5-yl)-5-fluorobenzamido)propanoate C(C1=CC=CC=C1)OC(=O)N[C@@H](C(=O)OCC1=CC=CC=C1)CNC(C1=CC(=CC(=C1)F)C1=C(C=NO1)CC)=O